Cl.Cl.N[C@@H](CCCNC(N)=N)C(=O)OCC1=CC(=NC(=C1)Cl)Cl (2,6-Dichloropyridin-4-yl)methyl L-argininate dihydrochloride